1-((2R,5S)-4-(1-(6-Amino-4-methyl-2-(2-propanyl)-3-pyridinyl)-6-chloro-7-(2-fluorophenyl)-2,2-dioxido-1H-pyrido[2,3-c][1,2,6]thiadiazin-4-yl)-2,5-dimethyl-1-piperazinyl)-2-propen-1-one NC1=CC(=C(C(=N1)C(C)C)N1S(N=C(C2=C1N=C(C(=C2)Cl)C2=C(C=CC=C2)F)N2C[C@H](N(C[C@@H]2C)C(C=C)=O)C)(=O)=O)C